(±)-2-[4-(1-oxo-2-isoindolinyl)phenyl]butanoic acid O=C1N(CC2=CC=CC=C12)C1=CC=C(C=C1)[C@H](C(=O)O)CC |r|